CCCCC(CCCCC)=O decan-5-one